CC=1C=C(C(=CC1)C(C)(C)C)O 3-methyl-6-tertiary butylphenol